FC=1C=C2C=NN(C2=CC1C=1C=2C=NN(C2C=CC1C)CC(=O)O)C {5'-fluoro-1',5-dimethyl-[4,6'-biindazol]-1-yl}acetic acid